2-(6-chloro-3-formyl-2-(1,3,4-oxadiazol-2-yl)-1H-indol-1-yl)acetic acid ethyl ester C(C)OC(CN1C(=C(C2=CC=C(C=C12)Cl)C=O)C=1OC=NN1)=O